C(C)(C)(C)OC(=O)N[C@H]1CN(CC[C@@H]1OCCO)C(=O)OCC1=CC=CC=C1 benzyl (3S,4S)-3-((tert-butoxycarbonyl)amino)-4-(2-hydroxyethoxy)piperidine-1-carboxylate